O=C1NC(CCC1C1=CC=C(C=C1)NC(C)=O)=O N-(4-(2,6-dioxopiperidin-3-yl)phenyl)acetamide